(2R,5R)-7-oxo-2-[(trifluoromethyl) mercapto]-1,6-diazabicyclo[3.2.1]oct-6-yl hydrogen sulfate S(=O)(=O)(ON1[C@@H]2CC[C@H](N(C1=O)C2)SC(F)(F)F)O